(1R,2S,6R)-2-amino-6-(2-(2-fluorophenyl)-6-(1H-1,2,4-triazol-3-yl)-1H-benzo[d]imidazol-1-yl)cyclohexan-1-ol N[C@@H]1[C@H]([C@@H](CCC1)N1C(=NC2=C1C=C(C=C2)C2=NNC=N2)C2=C(C=CC=C2)F)O